C1(CCCCC1)C(=O)C1=C(N=C(S1)C1=C2N=CC(=NC2=CC(=C1)C)OC)C(F)(F)F Cyclohexyl-(2-(2-methoxy-7-methylquinoxalin-5-yl)-4-(trifluoromethyl)thiazol-5-yl)methanone